(5-(5-((1s,3s)-3-(methoxymethyl)cyclobutoxy)benzo[d]oxazol-2-yl)-8-(methylamino)-2,7-naphthyridin-3-yl)cyclopropanecarboxamide COCC1CC(C1)OC=1C=CC2=C(N=C(O2)C2=C3C=C(N=CC3=C(N=C2)NC)C2(CC2)C(=O)N)C1